FC(CC1=C(C=C(C=C1F)F)C1C2=C(NC(=C1C(=O)OC)CF)COC2=O)F methyl 4-(2-(2,2-difluoroethyl)-3,5-difluorophenyl)-2-(fluoromethyl)-5-oxo-1,4,5,7-tetrahydrofuro[3,4-b]pyridine-3-carboxylate